N-(1-Adamantylmethylsulfonyl)-6-[4-[[3-ethoxy-5-(5-hydroxypyridin-3-yl)phenyl]methyl]piperazin-1-yl]pyridazine-3-carboxamide C12(CC3CC(CC(C1)C3)C2)CS(=O)(=O)NC(=O)C=2N=NC(=CC2)N2CCN(CC2)CC2=CC(=CC(=C2)C=2C=NC=C(C2)O)OCC